[2,2'-bis(2-indenyl)biphenyl] zirconium dichloride [Cl-].[Cl-].[Zr+2].C1C(=CC2=CC=CC=C12)C1=C(C=CC=C1)C1=C(C=CC=C1)C=1CC2=CC=CC=C2C1